C(CCCCCCCCCC=CCCCCCCCC)(=O)OCCCCCCCCCCCCCCCCCCCCCCCCCCCCC nonacosyl eicos-11-enoate